CCCC1=CC=C(C=C1)N=CCCC(C)OC(C1=CC=C(C=C1)CCCC)=O 4-butylbenzoic acid [4-(3-propyl) phenylimino-2-pentyl] ester